butynyl-choline C(#CCC)OCC[N+](C)(C)C